ClC1=C(C=CC=C1)[C@]1([C@H](CCCC1)NCC=1SC=CN1)NC (1R,2S)-1-(2-chlorophenyl)-N1-methyl-N2-(thiazol-2-ylmethyl)cyclohexane-1,2-diamine